C(C)(C)N(P(OCN=[N+]=[N-])OCCC#N)C(C)C azidomethyl (2-cyanoethyl) diisopropylphosphoramidite